COC1=C(CNC2=NC3=NC=CC=C3C3=C2CCC3)C=CC(=C1)OC 6-((2,4-dimethoxybenzyl)amino)-8,9-dihydro-7H-cyclopenta[c][1,8]naphthyridine